C(CC)P(C1=C(SC(=C1P(CCC)CCC)CC)CC)CCC 3,4-bis(di-n-propylphosphino)-2,5-diethylthiophene